N[C@H](C(=O)N)CN1N=NC2=C1C=CC=C2 (S)-2-amino-3-(1H-benzo[d][1,2,3]triazol-1-yl)propanamide